2-(5-bromopyridin-2-yl)-N-((2-(2,6-dioxopiperidin-3-yl)-1-oxoisoindolin-5-yl)methyl)-2,2-difluoroacetamide BrC=1C=CC(=NC1)C(C(=O)NCC=1C=C2CN(C(C2=CC1)=O)C1C(NC(CC1)=O)=O)(F)F